FC1=C(OCC2=CC=C(C=C2)C=2N=C(N3C2C=NC=C3)[C@H]3NCCC3)C=CC=C1 (S)-1-(4-((2-fluorophenoxy)methyl)phenyl)-3-(pyrrolidin-2-yl)imidazo[1,5-a]pyrazine